P(=O)(O)(O)O.CN1C=2N(C=3C(C1=O)=C(N(N3)CC3=CC=C(C=C3)C3=NC(=CC=C3)F)NC3=CC=CC=C3)[C@@H]3[C@H](N2)CCC3 (6aR,9aS)-5,6a,7,8,9,9a-hexahydro-5-methyl-3-(phenyl-amino)-2-((4-(6-fluoropyridin-2-yl)phenyl)methyl)-cyclopent[4,5]imidazo[1,2-a]pyrazolo[4,3-e]pyrimidin-4(2H)-one monophosphate